C/C(=C\CCCC\C=C\CC)/C1=CC2=CC=CC=C2C=C1 2-((2E,8E)-undeca-2,8-dien-2-yl)naphthalene